6-chloro-7-tert-butyl-8-ethyl-2-trifluoromethyl-2H-benzopyran-3-carboxylic acid ClC=1C(=C(C2=C(C=C(C(O2)C(F)(F)F)C(=O)O)C1)CC)C(C)(C)C